CC1(OC2=C(C1)C=C(C=C2)C=O)C 2,2-dimethyl-2,3-dihydrobenzofuran-5-carbaldehyde